N-tert-butoxycarbonyl-1,5-pentylenediamine C(C)(C)(C)OC(=O)NCCCCCN